N-[4-(1r,4r)-[[4-[2-[(4-aminocyclohexyl)amino]pyrimidin-4-yl]-3-pyridyl]oxy]-3-fluorophenyl]2-chlorobenzenesulfonamide NC1CCC(CC1)NC1=NC=CC(=N1)C1=C(C=NC=C1)OC1=C(C=C(C=C1)NS(=O)(=O)C1=C(C=CC=C1)Cl)F